[K+].N[C@@H](CC(=O)[O-])C(=O)[O-].[K+] L-aspartate potassium salt